(4-aminopiperidin-1-yl)(cyclopropyl)methanone NC1CCN(CC1)C(=O)C1CC1